COC([C@H](CSSC[C@@H](C(=O)O)N)N)=O L-cystine methylester